O1C(=NC2=C1C=CC=C2)C=2C=C(C=CC2)NC(CSC)=O N-[3-(2-benzoxazolyl)phenyl]-2-(methylthio)acetamide